CSC1=CC=C(CN2N=CC(=C2)N)C=C1 1-(4-(methylthio)benzyl)-1H-pyrazole-4-amine